4-(indolin-5-yl)-6-methylbenzo[d]isoxazol-3-amine N1CCC2=CC(=CC=C12)C1=CC(=CC2=C1C(=NO2)N)C